2-chloro-3-(2-(5-nitrofuran-2-yl)vinyl)quinoxaline ClC1=NC2=CC=CC=C2N=C1C=CC=1OC(=CC1)[N+](=O)[O-]